C(CC)(=O)O[C@H]1[C@@H](CC[C@H](C1)C)C(C)C (1R,2S,5R)-2-isopropyl-5-methylcyclohexyl propionate